1-cyclopropyl-2-methyl-6-(4-(tetrahydro-2H-pyran-3-yloxy)pyrrolo[2,1-f][1,2,4]triazin-5-yl)-1H-imidazo[4,5-b]pyridine C1(CC1)N1C(=NC2=NC=C(C=C21)C=2C=CN1N=CN=C(C12)OC1COCCC1)C